5-(difluoromethyl)-1-methyl-1H-pyrazole-3-carbonitrile FC(C1=CC(=NN1C)C#N)F